FC1=CC=C(C=2C3=C(NC12)CC(NC3)(C)C)C 6-Fluoro-3,3,9-trimethyl-2,3,4,5-tetrahydro-1H-pyrido[4,3-b]indole